CN1N=C(C=C1C(=O)NC1=CC(=CC=C1)[C@H](C)NC=1N=C2C(=NC1)NC=C2C=2C=NN(C2)C)C(F)(F)F (S)-1-methyl-N-(3-(1-((7-(1-methyl-1H-pyrazol-4-yl)-5H-pyrrolo[2,3-b]pyrazin-2-yl)amino)ethyl)phenyl)-3-(trifluoromethyl)-1H-pyrazole-5-carboxamide